D-(+)-2-chloropropionyl chloride ClC(C(=O)Cl)C